(4-(2-acetyl-5-chlorophenyl)-3-methoxy-6-oxopyridazin-1(6H)-yl)-3-phenylpropionic acid C(C)(=O)C1=C(C=C(C=C1)Cl)C=1C(=NN(C(C1)=O)C(C(=O)O)CC1=CC=CC=C1)OC